ClC1=C(C=CC=C1)C=1N=C(SC1)NC(=O)C1CC(C1)C(=O)N1CCN(CC1)S(=O)(=O)C (1r,3r)-N-(4-(2-chlorophenyl)thiazol-2-yl)-3-(4-(methylsulfonyl)piperazine-1-carbonyl)cyclobutane-1-carboxamide